4,4-dimethyl-5,7-divinyl-chroman-2-one tert-butyl-4-(6-(cyclopropylmethoxy)-5-(pyrazolo[1,5-a]pyrimidine-3-carboxamido)-2H-indazol-2-yl)piperidine-1-carboxylate C(C)(C)(C)OC(=O)N1CCC(CC1)N1N=C2C=C(C(=CC2=C1)NC(=O)C=1C=NN2C1N=CC=C2)OCC2CC2.CC2(CC(OC1=CC(=CC(=C21)C=C)C=C)=O)C